2-(8-([1,1'-biphenyl]-4-yl)-9,9-difluoro-7-(trifluoromethyl)-9H-fluoren-1-yl)pyridine C1(=CC=C(C=C1)C=1C(=CC=C2C=3C=CC=C(C3C(C12)(F)F)C1=NC=CC=C1)C(F)(F)F)C1=CC=CC=C1